2,4-dimethyl-3-ethylphenol CC1=C(C=CC(=C1CC)C)O